4'-((2-((2-methoxy-4-(4-(2-methoxyethyl)piperazin-1-yl)phenyl)amino)-5-(trifluoromethyl)pyrimidin-4-yl)oxy)-2'-methylspiro[cyclopropane-1,1'-isoindolin]-3'-one COC1=C(C=CC(=C1)N1CCN(CC1)CCOC)NC1=NC=C(C(=N1)OC1=C2C(N(C3(C2=CC=C1)CC3)C)=O)C(F)(F)F